(9-(4-amino-5-(3-methoxyphenyl)-7-methyl-7H-pyrrolo[2,3-d]pyrimidin-6-yl)-3-azaspiro[5.5]undec-8-en-3-yl)prop-2-en-1-one NC=1C2=C(N=CN1)N(C(=C2C2=CC(=CC=C2)OC)C2=CCC1(CCN(CC1)C(C=C)=O)CC2)C